(2R,4R)-6-chloro-4-hydroxy-N-(4-{5-[cis-3-(trifluoromethoxy)cyclobutyl]-1,3-oxazol-2-yl}bicyclo[2.2.2]oct-1-yl)-3,4-dihydro-2H-1-benzopyran-2-carboxamide ClC=1C=CC2=C([C@@H](C[C@@H](O2)C(=O)NC23CCC(CC2)(CC3)C=3OC(=CN3)[C@@H]3C[C@@H](C3)OC(F)(F)F)O)C1